(E)-4-(dimethylamino)-1,1-dimethoxybut-3-en-2-one CN(/C=C/C(C(OC)OC)=O)C